deazaguanine tert-butyl-7-(3-cyano-2-quinolyl)-2,7-diazaspiro[3.4]octane-2-carboxylate C(C)(C)(C)C1N(CC12CCN(C2)C2=NC1=CC=CC=C1C=C2C#N)C(=O)O.C2C(N)=NC=1N=CNC1C2=O